5-methylisobenzofuran-1(3H)-one CC=1C=C2COC(C2=CC1)=O